C(C)(=O)NC1=NC=CC(=C1)C1=CC(=C(OC[C@H](CC(C)C)NC(OC(C)(C)C)=O)C=C1)C (S)-tert-butyl (1-(4-(2-acetamidopyridin-4-yl)-2-methylphenoxy)-4-methylpentan-2-yl)carbamate